NC=1C(N(N(C1N1CC(CC1)N(C)C)CC)CC)=O 4-amino-5-(3-dimethylaminopyrrolidin-1-yl)-1,2-dIethyl-1,2-dihydropyrazol-3-one